C1(=CC=CC=C1)C1C2=C(C=3C=C(N=CC3C1)N)C=CC=C2 5,6-DIHYDRO-6-PHENYLBENZO[F]ISOQUINOLIN-2-AMIN